[I-].C(CCCCC)[N+]1=CC=C(C=C1)C1=CC=2N(C=C1)C=C(N2)C2=CC=CC=C2 1-Hexyl-4-(2-phenylimidazo[1,2-a]pyridin-7-yl)pyridin-1-ium iodide